((3R)-4-amino-3-methyl-1,3-dihydrofuro[3,4-c]quinolin-8-yl)((2S,4R)-4-(4-chlorophenyl)-2-cyclopropyl-1-pyrrolidinyl)methanone NC1=NC=2C=CC(=CC2C2=C1[C@H](OC2)C)C(=O)N2[C@@H](C[C@@H](C2)C2=CC=C(C=C2)Cl)C2CC2